4-((2'S,3S,4'S,5'R)-5-chloro-4'-(2-chlorophenyl)-1-(4-(methylsulfonyl)benzyl)-2'-neopentyl-spiro[indoline-3,3'-pyrrolidine]-5'-carboxamido)-3-methoxybenzoic acid ClC=1C=C2C(=CC1)N(C[C@@]21[C@@H](N[C@H]([C@@H]1C1=C(C=CC=C1)Cl)C(=O)NC1=C(C=C(C(=O)O)C=C1)OC)CC(C)(C)C)CC1=CC=C(C=C1)S(=O)(=O)C